Cl.ClC=1C=CC(=C(C1)C1=CC2=C(C=N1)CCN2C(CN2C[C@H](NCC2)C)=O)F 1-[6-(5-Chloro-2-fluoro-phenyl)-2,3-dihydro-pyrrolo[3,2-c]pyridin-1-yl]-2-((R)-3-methyl-piperazin-1-yl)-ethanone hydrochloride salt